C(C)(C)(C)OC(=O)N1CCN(CC1)C1=CC(=C(C=C1)C(=O)OC)CBr 4-[3-(bromomethyl)-4-methoxycarbonyl-phenyl]piperazine-1-carboxylic acid tert-butyl ester